(Z)-2-(3-hydroxy-4-methoxybenzylidene)benzofuran-3(2H)-one OC=1C=C(\C=C\2/OC3=C(C2=O)C=CC=C3)C=CC1OC